ClCC(CC1(N(C[C@H](C1)OC)C(=O)OC(C)(C)C)C(=O)OC)=C 1-(tert-butyl) 2-methyl (4S)-2-(2-(chloromethyl)allyl)-4-methoxypyrrolidine-1,2-dicarboxylate